CN1CCN(CC1)NC(=O)N1C=CC2=C1N=CN=C2OC2=CC=C(C=C2)NC(CC2=CC=C(C=C2)C(F)(F)F)=O N-(4-methylpiperazin-1-yl)-4-(4-(2-(4-(Trifluoromethyl)phenyl)acetamido)phenoxy)-7H-pyrrolo[2,3-D]pyrimidine-7-carboxamide